tricyclo[4.3.0.03,7]nonane C12CC3CCC2C3CC1